2,3-dihydroxysuccinamide OC(C(=O)N)C(C(=O)N)O